2,6-di-n-butyl-3-methyl-5-ethyl-4-pyrone C(CCC)C=1OC(=C(C(C1C)=O)CC)CCCC